CC1=NN(C(=C1)C)CC(=O)N1C(CC(C1)F)C(=O)NC(C1=CC=C(C=C1)C(C)C)C1=CC=CC=C1 1-[2-(3,5-dimethyl-1H-pyrazol-1-yl)acetyl]-4-fluoro-N-{phenyl[4-(propan-2-yl)phenyl]methyl}pyrrolidine-2-carboxamide